BrC1=CC2=C(S(C(C(CN2C2=CC=CC=C2)CCCC)C)(=O)=O)C=C1OC 7-bromo-3-butyl-8-methoxy-2-methyl-5-phenyl-2,3,4,5-tetrahydrobenzo[b][1,4]thiazepine 1,1-dioxide